COCCCNC(=O)C1CN(C1)C=1N(C2=NC=CC(=C2C(C1C(=O)O)=O)C)C=1SC=CN1 (3-[(3-methoxypropyl)carbamoyl]azetidin-1-yl)-5-methyl-4-oxo-1-(1,3-thiazol-2-yl)-1,4-dihydro-1,8-naphthyridine-3-carboxylic acid